cetyltrimethyl-ammonium C(CCCCCCCCCCCCCCC)[N+](C)(C)C